FC1=C(C=CC(=C1)F)C1=CC=C(C=C1)C1(CC1)NC(OC(CC)CCCCC)=O oct-3-yl [1-(2',4'-difluorobiphenyl-4-yl)cyclopropyl]carbamate